N-[(1S)-2,2-dicyclopropyl-1-[[4-(3-cyclopropyl-5-methyl-1H-pyrazol-4-yl)phenyl]carbamoyl]ethyl]-2-propyl-pyrazole-3-carboxamide C1(CC1)C([C@@H](C(NC1=CC=C(C=C1)C=1C(=NNC1C)C1CC1)=O)NC(=O)C=1N(N=CC1)CCC)C1CC1